2-(1-(4-((4-(4-(3-Hydroxypropyl)piperidin-1-yl)phenyl)amino)-5-oxo-5,6-dihydropyrimido[4,5-d]pyridazin-2-yl)piperidin-4-yl)acetonitril OCCCC1CCN(CC1)C1=CC=C(C=C1)NC1=NC(=NC=2C=NNC(C21)=O)N2CCC(CC2)CC#N